C1(CCCCC1)OC(=O)NC=1C=C(C=NC1C)C1=CC2=C(N=C(S2)NCCC2CCN(CC2)CC(=O)O)C=C1 2-(4-(2-((6-(5-(((cyclohexyloxy)carbonyl)amino)-6-methylpyridin-3-yl)benzo[d]thiazol-2-yl)amino)ethyl)piperidin-1-yl)acetic acid